C(C=C)OC(CS(F)(F)(F)(F)F)(C1=CC=CC=C1)C1=CC=CC=C1 (2-(Allyloxy)-2,2-diphenylethyl)-pentafluoro-λ6-sulfan